ClC1=CC(=C(C=C1)C=1C=2N(N=C(C1)[C@@H]1C[C@@H](OCC1)C1=CN(C(C=C1)=O)CC1COC1)C(C(=C(N2)C)C)=O)F 9-(4-chloro-2-fluoro-phenyl)-7-[(2R,4S)-2-[6-keto-1-(oxetan-3-ylmethyl)-3-pyridyl]tetrahydropyran-4-yl]-2,3-dimethyl-pyrimido[1,2-b]pyridazin-4-one